(2S,3R,4R,5S)-1-(2-cyclohexylethyl)-2-(hydroxymethyl)piperidine-3,4,5-triol C1(CCCCC1)CCN1[C@H]([C@H]([C@@H]([C@H](C1)O)O)O)CO